(R,Z)-N-(2-phenyl-1-(4-(phenylethynyl)phenyl)ethyl)-4-(trifluoromethyl)benzimidoylcyanide C1(=CC=CC=C1)C[C@H](C1=CC=C(C=C1)C#CC1=CC=CC=C1)\N=C(\C1=CC=C(C=C1)C(F)(F)F)/C#N